methyl-2-chloro-3-methylbutanoic acid CC(C(=O)O)(C(C)C)Cl